CC(CC(=O)O)P(=O)(OCC(CCCC)CC)OCC(CCCC)CC 3-methyl-3-[di-(2-ethylhexyloxy)phosphoryl]propionic acid